5-(2,3-dichloro-6-hydroxyphenyl)-1-[pyrrolidin-3-yl]piperidin-2-one tert-butyl-2-(6-methylpyridin-2-yl)-5,6-dihydroimidazo[1,2-a]pyrazine-7(8H)-carboxylate C(C)(C)(C)OC(=O)N1CC=2N(CC1)C=C(N2)C2=NC(=CC=C2)C.ClC2=C(C(=CC=C2Cl)O)C2CCC(N(C2)C2CNCC2)=O